N(=[N+]=[N-])CCOCCOCCOCCOCCOCCOCCOCCOCCOCCOCCOCCOC1=CC=C(C=C1)C(C)=O 1-(4-((35-azido-3,6,9,12,15,18,21,24,27,30,33-undecaoxapentatriacontyl)oxy)phenyl)ethan-1-one